4-methyl-3-[2-(pyridin-3-yl)ethynyl]-N-[1-(2,2,2-trifluoroethyl)-1H-pyrazol-3-yl]benzamide CC1=C(C=C(C(=O)NC2=NN(C=C2)CC(F)(F)F)C=C1)C#CC=1C=NC=CC1